(S)-1-{1-[5-((5-cyano-4-(4-fluorophenyl)thiazol-2-yl)(methyl)amino)-6-ethylimidazo[2,1-b][1,3,4]thiadiazol-2-yl]pyrrolidin-3-yl}-1-methylurea C(#N)C1=C(N=C(S1)N(C1=C(N=C2SC(=NN21)N2C[C@H](CC2)N(C(=O)N)C)CC)C)C2=CC=C(C=C2)F